O1C=NC2=C1C=CC(=C2)C2=CC1=C(N=C(N=C1)OCC)N(C2=O)C2=CC=C(C=C2)OC(F)F 6-(benzo[d]oxazol-5-yl)-8-(4-(difluoromethoxy)phenyl)-2-ethoxypyrido[2,3-d]pyrimidin-7(8H)-one